2-{3-[(2R,6S)-2,6-Dimethylmorpholin-4-carbonyl]-5,6-dihydrocyclopenta[c]pyrazol-1(4H)-yl}-1-[4-(2,4-dimethylphenyl)piperidin-1-yl]ethan-1-on C[C@@H]1CN(C[C@@H](O1)C)C(=O)C=1C2=C(N(N1)CC(=O)N1CCC(CC1)C1=C(C=C(C=C1)C)C)CCC2